CN(C=1N=C(N=NC1C1=C(C=C(C=C1)C#C)O)N[C@H]1CN(CCC1)C)C (R)-2-(5-(dimethylamino)-3-((1-methylpiperidin-3-yl)amino)-1,2,4-triazin-6-yl)-5-ethynyl-phenol